CN([C@@H]1CN(CC1)C=1C2=CN(N=C2C(=CC1)C(=O)NC=1C=C(C=2N(C1)C=C(N2)C)F)CC)C (S)-4-(3-(dimethylamino)pyrrolidin-1-yl)-2-ethyl-N-(8-fluoro-2-methylimidazo[1,2-a]pyridin-6-yl)-2H-indazole-7-carboxamide